(3aR,7aR)-5-[2-(4-methyl-1-oxo-1,3-dihydro-2-benzofuran-5-yl)ethyl]-1-[(4-methyl-1-oxo-1,3-dihydro-2-benzofuran-5-yl)methyl]-2-oxooctahydro[1,3]oxazolo[5,4-c]pyridin-5-ium CC1=C(C=CC=2C(OCC21)=O)CC[NH+]2C[C@@H]1[C@@H](CC2)N(C(O1)=O)CC1=C(C2=C(C(OC2)=O)C=C1)C